5-Bromo-2'-deoxycytidine BrC=1C(=NC(N([C@H]2C[C@H](O)[C@@H](CO)O2)C1)=O)N